6-fluoro-1,3-diphenylisoquinoline FC=1C=C2C=C(N=C(C2=CC1)C1=CC=CC=C1)C1=CC=CC=C1